4-fluoro-3-methyl-5-nitrobenzoic acid FC1=C(C=C(C(=O)O)C=C1[N+](=O)[O-])C